tert-Butyl N-[[4-[[[(5-amino-1,3,4-oxadiazol-2-yl)methyl]-N-[2-(2-chlorophenyl)sulfanylacetyl] amino]methyl]phenyl]methyl]carbamate NC1=NN=C(O1)CN(C(CSC1=C(C=CC=C1)Cl)=O)CC1=CC=C(C=C1)CNC(OC(C)(C)C)=O